3-{4-[(tert-Butyloxy)carbonyl]piperazin-1-yl}oxetane-3-carboxylic acid C(C)(C)(C)OC(=O)N1CCN(CC1)C1(COC1)C(=O)O